C(=C)(C)[C@@H]1CCC(=C[C@H]1C1=C(C=C(C=C1O)CCC)O)C 2-[(1R,6R)-6-Isopropenyl-3-methylcyclohex-2-en-1-yl]-5-propylbenzene-1,3-diol